NC=1C=NC2=CC=C(C=C2C1NC1CN(CC1(F)F)C)C#N 3-amino-4-[(4,4-difluoro-1-methylpyrrolidin-3-yl)amino]quinoline-6-carbonitrile